2-[4-(1-methoxyethyl)-4-methylpiperidin-1-yl]aniline sodium [Na].COC(C)C1(CCN(CC1)C1=C(N)C=CC=C1)C